tert-Butyl (2R,5S)-4-(2-hydrazineyl-8-methyl-9-(((S)-tetrahydrofuran-2-yl)methyl)-9H-purin-6-yl)-2,5-dimethylpiperazine-1-carboxylate N(N)C1=NC(=C2N=C(N(C2=N1)C[C@H]1OCCC1)C)N1C[C@H](N(C[C@@H]1C)C(=O)OC(C)(C)C)C